4-(2-(2-methylpyridin-4-yl)-1H-indol-5-yl)pyridin-2-amine CC1=NC=CC(=C1)C=1NC2=CC=C(C=C2C1)C1=CC(=NC=C1)N